ClC(=CC1=CC=C(C=C1)OC)C(F)(F)F 1-(2-chloro-3,3,3-trifluoro-1-propenyl)-4-methoxybenzene